(R)-(-)-2-methylpyrrolidine C[C@@H]1CCCN1